OC(C)C=1C=C(C=C2C(N(C(=NC12)C1CN(CC1)C(=O)OC(C)(C)C)C)=O)C Tert-Butyl 3-[8-(1-hydroxyethyl)-3,6-dimethyl-4-oxoquinazolin-2-yl]pyrrolidine-1-carboxylate